C(C)(C)[C@@H]1C[C@@H](C=2N1N=CC2)NCC[C@]2(CCOC1(CCCC1)C2)C2=NC=CC=C2 (4S,6S)-6-isopropyl-N-(2-((R)-9-(pyridin-2-yl)-6-oxaspiro[4.5]decane-9-yl)ethyl)-5,6-dihydro-4H-pyrrolo[1,2-b]pyrazol-4-amine